C(CCC)C1=NC2=C(N1CCN(CC)CC)C=CC(=C2)/C=C/C(=O)NO (E)-3-(2-butyl-1-(2-(diethylamino)ethyl)-1H-benzo[d]imidazol-5-yl)-N-hydroxyacrylamide